C(#N)C1=NC(=C2C=C(N=CC2=C1)N1CC(CCC1)C(=O)N)NC(C)C (7-cyano-5-(isopropylamino)-2,6-naphthyridin-3-yl)piperidine-3-carboxamide